CS(=O)(=O)CC1=CC=C(C=C1)C=1CCN(CC1)C(=O)OC(C)(C)C tert-Butyl 4-(4-((methylsulfonyl)methyl)phenyl)-3,6-dihydropyridine-1(2H)-carboxylate